C(C1=CC=CC=C1)(=O)C=1C=CC(=C(C1)C=1C(=CC=C(C1F)OCCOC)C#N)Cl 5'-benzoyl-2'-chloro-6-fluoro-5-(2-methoxyethoxy)-[1,1'-biphenyl]-2-carbonitrile